C(C)(C)(C)OC(=O)NC1(CC2=CC(=CC=C2CC1)OC1=NC=CC=C1C1=CC=CC=C1)C(=O)OC methyl 2-((tert-butoxycarbonyl)amino)-7-((3-phenylpyridin-2-yl)oxy)-1,2,3,4-tetrahydronaphthalene-2-carboxylate